NC=1C2=C(N(C(N1)=O)C1=NC(=CC=C1)OC)N=C(C=C2)C2CC2 4-amino-7-cyclopropyl-1-(6-methoxypyridin-2-yl)pyrido[2,3-d]pyrimidin-2(1H)-one